NC1=C(SC2=NC(=CC(=C21)C(F)(F)F)C2=CC=C(C=C2)O)C(=O)NC2=CC=C(C=C2)F 3-amino-N-(4-fluorophenyl)-6-(4-hydroxyphenyl)-4-(trifluoromethyl)thieno[2,3-b]pyridine-2-carboxamide